ClC=1C(=CC(=NC1)OC)C1=CC(=NN1)C(=O)N1CCC(CC1)C(=O)NCC1=NN=C2N1C=C(C=C2)C(F)(F)F 1-[5-(5-chloro-2-methoxypyridin-4-yl)-1H-pyrazole-3-carbonyl]-N-{[6-(trifluoromethyl)-[1,2,4]triazolo[4,3-a]pyridin-3-yl]methyl}piperidine-4-carboxamide